OCCOC1=C(C=CC(=C1C)OCCC)C1=NC(=NC(=N1)C1=C(C(=C(C=C1)OCCC)C)OCCO)C1=C(C(=C(C=C1)OCCC)C)OCCO 2,4,6-tris(2-hydroxy-3-methyl-4-propoxy-ethoxyphenyl)-1,3,5-triazine